C(C=CCCCCCO)O 2-octene-1,8-diol